C1(=CC(=CC=C1)C[C@H]1C[C@@H](N(C1)C(=O)OC(C)(C)C)C(N[C@H](C(=O)NCC=1C(=NC(=CC1)N)C)C)=O)C1=CC=CC=C1 tert-butyl (2R,4S)-4-([1,1'-biphenyl]-3-ylmethyl)-2-(((S)-1-(((6-amino-2-methylpyridin-3-yl)methyl)amino)-1-oxopropan-2-yl)carbamoyl)pyrrolidine-1-carboxylate